tert-butyl 3-(4-(3,5-difluoro-2-(trifluoromethyl)phenyl)piperidine-1-carbonyl)-1,4,5,7-tetrahydro-6H-pyrazolo[3,4-c]pyridine-6-carboxylate FC=1C(=C(C=C(C1)F)C1CCN(CC1)C(=O)C1=NNC=2CN(CCC21)C(=O)OC(C)(C)C)C(F)(F)F